(S)-(-)-2-phenylglycinol C1=CC=C(C=C1)[C@@H](CN)O